C(CCCCCCC)S(=O)(=O)OC1=CC=CC=2COC(OCC21)C=2N=C(SC2)C2CCN(CC2)C(CN2N=C(C=C2C(F)F)C(F)F)=O 4-[4-(6-octylsulfonyloxy-1,5-dihydro-3H-2,4-benzodioxepin-3-yl)-2-thiazolyl]-1-[2-[3,5-bis(difluoromethyl)-1H-pyrazol-1-yl]acetyl]piperidine